1-(3-acetyl-6-chloro-2-pyridyl)pyrazole-3-carbonitrile C(C)(=O)C=1C(=NC(=CC1)Cl)N1N=C(C=C1)C#N